1,3-diaminopentane methyl-2-(1-(cyclopropylmethyl)-6-(((trifluoromethyl)sulfonyl)oxy)-1H-pyrrolo[2,3-b]pyridin-2-yl)-5-methoxy-3-methylimidazo[1,2-a]pyridine-7-carboxylate COC(=O)C1=CC=2N(C(=C1)OC)C(=C(N2)C2=CC=1C(=NC(=CC1)OS(=O)(=O)C(F)(F)F)N2CC2CC2)C.NCCC(CC)N